phosphoric acid tri(ethyl acrylate) C(C)C(C(=O)O)=C.C(C)C(C(=O)O)=C.C(C)C(C(=O)O)=C.P(O)(O)(O)=O